NC12CC(C1)(C2)CNC(OC(C)(C)C)=O tert-butyl ((3-amino-bicyclo[1.1.1]pentan-1-yl)methyl)carbamate